N-Methylolstearamid C(O)NC(CCCCCCCCCCCCCCCCC)=O